C(#N)[C@H](CC1=CC=C(C=C1)C=1C=CC2=C(N(C(O2)=O)C([2H])([2H])[2H])C1)NC(=O)[C@H]1OCCCN(C1)C(=O)OC(C)(C)C tert-butyl (2S)-2-{[(1S)-1-cyano-2-{4-[3-(2H3)methyl-2-oxo-1,3-benzoxazol-5-yl]phenyl}ethyl]carbamoyl}-1,4-oxazepane-4-carboxylate